3-Methyl-3-(4-(trifluoromethyl)styryl)azetidine-1-carboxylic acid tert-butyl ester C(C)(C)(C)OC(=O)N1CC(C1)(C=CC1=CC=C(C=C1)C(F)(F)F)C